COC=1C=C(C(=O)NC)C=CC1NCC#CC=1N(C2=CC=CC(=C2C1)NC1CCC(CC1)N1C[C@@H]2OC(C1)C2)CC(F)(F)F 3-methoxy-N-methyl-4-{[3-(4-{[(1R,4R)-4-{6-oxa-3-azabicyclo[3.1.1]heptan-3-yl}cyclohexyl]amino}-1-(2,2,2-trifluoroethyl)-1H-indol-2-yl)prop-2-yn-1-yl]amino}benzamide